COC(CC1(CC1)C=1C=C(C=CC1)C=1C2=C(SC1C(=O)O)C=CC(=C2)OC(F)(F)F)=O 3-(3-(1-(2-methoxy-2-oxoethyl)cyclopropyl)phenyl)-5-(trifluoromethoxy)benzo[b]thiophene-2-carboxylic acid